C(C)(C)(C)OC(=O)NC(C(=O)N1CCN(CC1)C(=O)OCC1=CC=CC=C1)(C)C benzyl 4-(2-((tert-butoxycarbonyl)amino)-2-methylpropanoyl)piperazine-1-carboxylate